ClC1=NC=C(C=N1)NC1=NC=CC2=CC(=CC=C12)OC1(CC1)C#N 1-((1-((2-chloropyrimidin-5-yl)amino)isoquinolin-6-yl)oxy)cyclopropane-1-carbonitrile